FC1(CC(CN(C1)C)NC(=O)C1=C(OC2=C1C=C(C=C2)OCC2=C(N=CS2)C)C)F N-(5,5-difluoro-1-methylpiperidin-3-yl)-2-methyl-5-((4-methylthiazol-5-yl)methoxy)benzo-furan-3-carboxamide